S1C(=NC2=C1C=CC=C2)NC(=O)C=2C=CC=C1CCN(CC21)C2=CC=C(C(=N2)C(=O)O)C=2C=NN(C2C)CC2CCCC2 6-[8-(1,3-benzothiazol-2-ylcarbamoyl)-3,4-dihydro-1H-isoquinolin-2-yl]-3-[1-(cyclopentylmethyl)-5-methylpyrazol-4-yl]pyridine-2-carboxylic acid